3-(2,6-dichloro-4-iodo-phenoxy)-5-isopropyl-1H-pyridazin-6-one ClC1=C(OC2=NNC(C(=C2)C(C)C)=O)C(=CC(=C1)I)Cl